C12(CCCC1)C1=CC=CC=C1C=1C=CC=CC12 spiro[9H-fluorene-9,1'-cyclopentane]